C(CCC=C)N1N=C(C2=CC=CC=C12)C(=O)N 1-(pent-4-en-1-yl)-1H-indazole-3-carboxamide